CC1(OC[C@H](O1)C=O)C (4S)-2,2-dimethyl-1,3-dioxolan-4-carbaldehyde